N(=[N+]=[N-])CCC[C@@H]1[C@@H]([C@@H]([C@H](O1)CO)O)OC (2R,3R,4R,5R)-5-(3-azidopropyl)-2-(hydroxymethyl)-4-methoxy-tetrahydrofuran-3-ol